1-(5-(4,4,5,5-tetramethyl-1,3,2-dioxaborolan-2-yl)indolin-1-yl)prop-2-en-1-one CC1(OB(OC1(C)C)C=1C=C2CCN(C2=CC1)C(C=C)=O)C